The molecule is a member of the class of boronic acids that is phenylboronic acid substituted by an acetyl group at position 3. It is an aromatic ketone and a member of boronic acids. It derives from a phenylboronic acid. B(C1=CC(=CC=C1)C(=O)C)(O)O